3-[6-chloro-4-(1-fluoroethyl)-1H-imidazo[4,5-c]pyridin-2-yl]-5-{2-[(2H3)methyloxy]phenyl}-1,6-naphthyridin-2(1H)-one ClC1=CC2=C(C(=N1)C(C)F)N=C(N2)C=2C(NC1=CC=NC(=C1C2)C2=C(C=CC=C2)OC([2H])([2H])[2H])=O